(S)-N-(3-(2-amino-[1,2,4]triazolo[1,5-a]pyridin-7-yl)-6-ethyl-2-fluorophenyl)-3-phenylisooxazolidine-2-carboxamide NC1=NN2C(C=C(C=C2)C=2C(=C(C(=CC2)CC)NC(=O)N2OCC[C@H]2C2=CC=CC=C2)F)=N1